C1(CC1)C1=NNC2=CN=C(C(=C21)C2=CC(=C(C=C2)S(=O)(=O)C)C)COC 3-cyclopropyl-5-(methoxymethyl)-4-(3-methyl-4-(methylsulfonyl)phenyl)-1H-pyrazolo[3,4-c]pyridine